5-amino-4-(tetrahydro-2H-pyran-4-yl)-1H-pyrazole-3-carboxylic acid ethyl ester C(C)OC(=O)C1=NNC(=C1C1CCOCC1)N